ClC1=CC=C(C=C1)N1CCN(CC1)C(C1=CC=C(C=C1)NC1=CC=NC2=CC(=CC=C12)C(F)(F)F)=O 1-(4-chlorophenyl)-4-{4-[(7-trifluoromethylquinolin-4-yl)amino]benzoyl}piperazine